2-(3,3-dimethylbutanoylamino)-4-[2-isopropoxyethyl-[4-(5,6,7,8-tetrahydro-1,8-naphthyridin-2-yl)butyl]amino]butanoic acid CC(CC(=O)NC(C(=O)O)CCN(CCCCC1=NC=2NCCCC2C=C1)CCOC(C)C)(C)C